FC1=C(C=CC(=C1)OC=1SC=C(N1)C1=CC=NN1C)NC1=NC=NC2=CC(=C(C=C12)NC1CCN(CC1)C(C=C)=O)OC 1-(4-((4-((2-fluoro-4-((4-(1-methyl-1H-pyrazol-5-yl)thiazol-2-yl)oxy)phenyl)amino)-7-methoxyquinazolin-6-yl)amino)piperidin-1-yl)prop-2-en-1-one